C(C(=C)C)(=O)OC(C(=O)[O-])CC (methacryloyloxy)butanoate